C(C)(C)(C)OC(=O)C1NC(C(C1C1=CC(=CC=C1)Cl)C1=C(C=C(C=C1)Cl)F)CC1(CCCC1)C 4-(4-chloro-2-fluorophenyl)-3-(3-chlorophenyl)-5-((1-methylcyclopentyl)methyl)pyrrolidine-2-carboxylic acid tert-butyl ester